C(CCC)C1(CS(C2=C(N(C1)C1=CC=C(C=C1)OC)C=C(C(=C2)O/C=C/C(=O)OCC)SC)(=O)=O)CCCC Ethyl (E)-3-((3,3-dibutyl-5-(4-methoxyphenyl)-7-(methylthio)-1,1-dioxido-2,3,4,5-tetrahydro-1,5-benzothiazepin-8-yl)oxy)acrylate